3-(2-((3r,5r,7r)-adamantan-1-yl)acetoxy)-2-(((4-(piperidin-1-yl)butanoyl)oxy)methyl)propyl (9Z,12Z)-octadeca-9,12-dienoate C(CCCCCCC\C=C/C\C=C/CCCCC)(=O)OCC(COC(CC12CC3CC(CC(C1)C3)C2)=O)COC(CCCN2CCCCC2)=O